(2R,4R)-6-chloro-7-fluoro-4-hydroxy-N-(3-{2-[3-(trifluoromethoxy)propoxy]-1,3-oxazol-5-yl}bicyclo[1.1.1]pentan-1-yl)-3,4-dihydro-2H-1-benzopyran-2-carboxamide ClC=1C(=CC2=C([C@@H](C[C@@H](O2)C(=O)NC23CC(C2)(C3)C3=CN=C(O3)OCCCOC(F)(F)F)O)C1)F